3-(piperidine-1-yl)propionic acid N1(CCCCC1)CCC(=O)O